NC(CC=1C(=CN(C1)C1=NC2=C(N1COCC[Si](C)(C)C)C=C(C=C2F)C(F)(F)F)C(=O)OC)=O Methyl 4-(2-amino-2-oxoethyl)-1-(4-fluoro-6-(trifluoromethyl)-1-((2-(trimethylsilyl)ethoxy)methyl)-1H-benzo[d]imidazol-2-yl)-1H-pyrrole-3-carboxylate